N1(C=NC=C1)CCOC1=C(C=C(C(=O)[O-])C=C1)OC.[Li+] lithium 4-(2-(1H-imidazol-1-yl) ethoxy)-3-methoxybenzoate